6-(7-bromo-2-chloro-6,8-difluoroquinazolin-4-yl)-1-oxa-6-azaspiro[3.5]nonane BrC1=C(C=C2C(=NC(=NC2=C1F)Cl)N1CC2(CCO2)CCC1)F